NCC=1C(=C(C(=CC1)C(F)(F)F)C1=NC(=CC(N1)=O)C)F 2-[3-(aminomethyl)-2-fluoro-6-(trifluoromethyl)phenyl]-6-methylpyrimidin-4(3H)-one